DIHYDROPYRIMIDINE-2-ONE N1C(NCC=C1)=O